butane-1-sulfonamide C(CCC)S(=O)(=O)N